NC1=C2N(C(N(C2=NC(=N1)NC1=C(C=C(C=C1)S(=O)(=O)C)F)C(C)C)=O)C1=CC(=C(C=C1)F)N 6-Amino-7-(3-amino-4-fluorophenyl)-2-{[2-fluoro-4-(methylsulfonyl)phenyl]amino}-9-isopropyl-7,9-dihydro-8H-purin-8-on